FC=1C=C(C(NC1)=O)[C@H](COC)C=1C=CC2=C(N=C(O2)[C@@H](NC(=O)C2=NON=C2C)C2CCC(CC2)F)C1 N-((S)-(5-((R)-1-(5-fluoro-2-oxo-1,2-dihydropyridin-3-yl)-2-methoxyethyl)benzo[d]oxazol-2-yl)((1r,4S)-4-fluorocyclohexyl)methyl)-4-methyl-1,2,5-oxadiazole-3-carboxamide